COC(=O)C=1C(=NC2=NC=CC=C2C1)O 2-hydroxy-1,8-naphthyridine-3-carboxylic acid methyl ester